CC1(OB(OC1(C)C)C1=CC=C2C(COCC2=C1)NC(OC(C)(C)C)=O)C tert-butyl (7-(4,4,5,5-tetramethyl-1,3,2-dioxaborolan-2-yl)isochroman-4-yl)carbamate